4-(dimethylamino)butanamide N,N-dimethylaminoethyl-acrylate CN(C)CCOC(C=C)=O.CN(CCCC(=O)N)C